2,8-diiododibenzothiophene IC1=CC2=C(SC3=C2C=C(C=C3)I)C=C1